3-[1-(2-fluoro-2-methylpropyl)-3-iodopyrrolo[3,2-c]pyridin-6-yl]-4-nitro-1-(oxan-2-yl)pyrazole FC(CN1C=C(C=2C=NC(=CC21)C2=NN(C=C2[N+](=O)[O-])C2OCCCC2)I)(C)C